CC(C[S@@](=O)N)C |r| (+-)-2-methyl-propanesulfinamide